(3R)-oxacyclohexane-3-amine hydrochloride Cl.O1C[C@@H](CCC1)N